3-methoxy-4-((7-phenylbenzo[d]isothiazol-3-yl)amino)benzaldehyde COC=1C=C(C=O)C=CC1NC1=NSC2=C1C=CC=C2C2=CC=CC=C2